(1-(3-(3-cyclopropyl-1H-indazol-5-yl)imidazo[1,2-b]pyridazin-6-yl)-4-methylpiperidin-4-yl)methanamine C1(CC1)C1=NNC2=CC=C(C=C12)C1=CN=C2N1N=C(C=C2)N2CCC(CC2)(C)CN